(CIS)-1-N,2-N-dimethylcyclohexane-1,2-diamine CN[C@H]1[C@H](CCCC1)NC